(3S)-1-(5-chloro-9-oxo-thioxanthen-3-yl)pyrrolidine-3-carboxylic acid ClC1=C2SC=3C=C(C=CC3C(C2=CC=C1)=O)N1C[C@H](CC1)C(=O)O